N=S(=O)(C)CCC1CCN(CC1)C1=CC=NC2=C(C=CN=C12)OC imino(2-(1-(8-methoxy-1,5-naphthyridin-4-yl)piperidin-4-yl)ethyl)(methyl)-λ6-sulfanone